4-(trifluoromethyl)cyclohexyl-carboxylic acid FC(C1CCC(CC1)C(=O)O)(F)F